ClC=1C=CC(=C(C1)C1=CC(=NC=C1C(=O)O)C)OCC 4-(5-chloro-2-ethoxyphenyl)-6-methylnicotinic acid